(S)-2-(2-hydroxy-propan-2-yl)-N'-((3,5,6,7-tetrahydro-2H-indeno[5,6-b]furan-8-yl)carbamoyl)-thiazole-5-sulfonimidamide OC(C)(C)C=1SC(=CN1)[S@](=O)(N)=NC(NC1=C2CCCC2=CC2=C1OCC2)=O